C(C)C(C=O)C(C)C 2-ETHYL-3-METHYLBUTANAL